C(C)OC(C(=O)C1=C(N(C(=C1)C)CC=1OC=CC1)C)=C 2-ethoxy-1-(1-(furan-2-ylmethyl)-2,5-dimethyl-1H-pyrrol-3-yl)prop-2-en-1-one